(S)-2-((2-((S)-4-(difluoromethyl)-2-oxooxazolidin-3-yl)-10-methyl-5,6-dihydrobenzo[f]imidazo[1,2-d][1,4]oxazepin-9-yl)amino)propionamide FC([C@H]1N(C(OC1)=O)C=1N=C2N(CCOC3=C2C=C(C(=C3)N[C@H](C(=O)N)C)C)C1)F